FC(C=1C=C(CC2=CC(=NC=C2)N2N=C(C(=C2)C(=O)OCC)C)C=C(C1)F)F ethyl 1-(4-(3-(difluoromethyl)-5-fluorobenzyl) pyridin-2-yl)-3-methyl-1H-pyrazole-4-carboxylate